fluorobenzo[b]azepine FC1=CC=CC2=C(N1)C=CC=C2